deoxyfluoroadenosine F[C@@]1(C[C@H](O)[C@@H](CO)O1)N1C=NC=2C(N)=NC=NC12